5-cyclopropyl-pyrimidine-2,4(1h,3h)-dione C1(CC1)C=1C(NC(NC1)=O)=O